N-(1-hydroxy-1,3-dihydrobenzo[c][1,2]oxaborole-6-carbonyl)-N-(4-((4-(1-hydroxy-1,3-dihydrobenzo[c][1,2]oxaborole-6-carboxamido)cyclohexyl)methyl)cyclohexyl)glycine OB1OCC2=C1C=C(C=C2)C(=O)N(CC(=O)O)C2CCC(CC2)CC2CCC(CC2)NC(=O)C=2C=CC1=C(B(OC1)O)C2